N-(cyclopropylmethyl)-6-[6-(deutero)methoxy-5-({1-[2-(tri-fluoromethoxy)phenyl]ethyl}-carbamoyl)pyridin-3-yl]-1H-indazole-3-carboxamide C1(CC1)CNC(=O)C1=NNC2=CC(=CC=C12)C=1C=NC(=C(C1)C(NC(C)C1=C(C=CC=C1)OC(F)(F)F)=O)OC[2H]